OC1=C(C=CC(=C1)C(F)(F)F)C1=C2C(=C(N=N1)NC1C[C@@H]([C@H](C1)O)O)C=NC=C2 (1S,2S)-4-((1-(2-hydroxy-4-(trifluoromethyl)phenyl)pyrido[3,4-d]pyridazin-4-yl)amino)cyclopentane-1,2-diol